5-Chloro-2-(4-fluorophenyl)[1,2,4]triazolo[1,5-c]quinazoline ClC1=NC=2C=CC=CC2C=2N1N=C(N2)C2=CC=C(C=C2)F